3-(3-ethylphenyl)-N-isopropyl-2,2-dimethylpropan-1-imine oxide C(C)C=1C=C(C=CC1)CC(C=[N+](C(C)C)[O-])(C)C